O(C1=CC=CC=C1)C1=CC=C(C=C1)C1=NN(C2=NC=NC(=C21)N)[C@@H]2CN(CCC2)S(=O)(=O)C2=C(C(=C(C(=C2CF)F)F)F)F (S)-3-(4-phenoxyphenyl)-1-(1-((2,3,4,5-tetrafluoro-6-(fluoromethyl)phenyl)sulfonyl)piperidin-3-yl)-1H-pyrazolo[3,4-d]pyrimidin-4-amine